FC1=NC=C(C=C1Br)C(F)(F)F 2-fluoro-3-bromo-5-trifluoromethylpyridine